4b,5-dihydroxy-4-methoxy-N,N-dimethyl-7-phenyl-7a-(p-tolyl)-4b,6,7,7a-tetrahydro-5H-cyclopenta[4,5]furo[2,3-c]pyridine-6-carboxamide OC12C(OC=3C=NC=C(C31)OC)(C(C(C2O)C(=O)N(C)C)C2=CC=CC=C2)C2=CC=C(C=C2)C